N-methylcarbonyloxyethyl-N'-trimethoxysilylpropylethylenediamine CC(=O)OCCNCCNCCC[Si](OC)(OC)OC